ethyl (3S)-3-(7-{[(2R,5S)-2-ethyl-5-methyl-2,3-dihydropyrido[2,3-f][1,4]oxazepin-4(5H)-yl]methyl}-1-benzothiophen-5-yl)-3-(1,4,7-trimethyl-1H-benzotriazol-5-yl)propanoate C(C)[C@H]1OC2=C([C@@H](N(C1)CC1=CC(=CC=3C=CSC31)[C@H](CC(=O)OCC)C3=C(C1=C(N(N=N1)C)C(=C3)C)C)C)N=CC=C2